C1(CC1)C1=C(C=C(C(=O)O)C=C1)S(NC1=C(C=CC(=C1)C1=CC=NN1C)N1C=CC=C1)(=O)=O 4-cyclopropyl-3-(N-(5-(1-methylpyrazol-5-yl)-2-(pyrrol-1-yl)phenyl)sulfamoyl)benzoic acid